C(C1=CC=CC=C1)(=O)O[C@@H](CCCC#C[C@@](C(=O)OCC)(C(F)(F)F)O)C ethyl (2R,8R)-8-(benzoyloxy)-2-hydroxy-2-(trifluoromethyl)non-3-ynoate